C(C)(C)N(CCN)C(C)C N,N-diisopropylethylenediamine